chlorotrifluoroethyl acrylate C(C=C)(=O)OC(C(F)(F)F)Cl